O1COC2=C1C=CC(=C2)C(=O)N2CCN(CC2)C2=C(C=CC=C2)C(C(=O)NO)=C 2-(4-(benzo[d][1,3]dioxole-5-carbonyl)piperazin-1-yl)phenyl-N-hydroxyacrylamide